propanetrione-diphenyl-2-[O-(ethoxycarbonyl) oxime] C1(=CC=CC=C1)C(COC(=O)ON=CC(C=O)=O)C1=CC=CC=C1